BrC=1C=CC(=NC1)N1CC2N(C(C1)C2)CC=2C=NC(=CC2)OC 3-(5-Bromopyridin-2-yl)-6-((6-methoxypyridin-3-yl)methyl)-3,6-diazabicyclo[3.1.1]heptane